7-(4-((2,3-dihydrobenzo[b][1,4]dioxin-6-yl-2,2,3,3-d4)oxy)piperidin-1-yl-2,2,6,6-d4)-8-methyl-4H-pyrimido[1,2-b]pyridazin-4-one O1C2=C(OC(C1([2H])[2H])([2H])[2H])C=C(C=C2)OC2CC(N(C(C2)([2H])[2H])C=2C(=CC=1N(N2)C(C=CN1)=O)C)([2H])[2H]